OC\C(=C/CNC1=C2N=CN=C2N(C=N1)C1[C@H](O)[C@@H](O)[C@H](O)[C@H](O1)CO)\C 6-(Z)-(4-hydroxy-3-methylbut-2-en-1-ylamino)-3-glucopyranosylpurine